C(CCCCCCCCCCCCCCCCC)NCCCN N-Octadecylpropan-1,3-Diamin